FC=1C=2N(C=C(C1)C=1C(=CN3N=C(N=C(C31)OC)NC31CCC(CC3)(C1)O)F)C(=CN2)C(=O)NC 8-fluoro-6-(6-fluoro-2-((4-hydroxybicyclo[2.2.1]heptan-1-yl)amino)-4-methoxypyrrolo[2,1-f][1,2,4]triazin-5-yl)-N-methylimidazo[1,2-a]pyridine-3-carboxamide